N1-allyl-thiourea C(C=C)NC(=S)N